FC1=C(C(=CC=C1)OC)C1=CNC2=NC(=CC=C21)NC(=O)[C@H]2[C@@H](C2)CN2CCN(CC2)C (1R,2R)-N-[3-(2-fluoro-6-methoxyphenyl)-1H-pyrrolo[2,3-b]pyridin-6-yl]-2-[(4-methylpiperazin-1-yl)methyl]cyclopropane-1-carboxamide